(R)-1-(2-chloro-5-fluoropyridin-3-yl)ethyl (4-(5-((3-(difluoromethyl)-bicyclo[1.1.1]-pentan-1-yl)-carbamoyl)pyridin-2-yl)-1-methyl-1H-1,2,3-triazol-5-yl)carbamate FC(C12CC(C1)(C2)NC(=O)C=2C=CC(=NC2)C=2N=NN(C2NC(O[C@H](C)C=2C(=NC=C(C2)F)Cl)=O)C)F